(E)-methyl-2-oxo-2,3-dihydro-5-indolylcarbamate COC(NC=1C=C2CC(NC2=CC1)=O)=O